3-ethyl-7-(hydroxymethyl)-8-methylquinoxalin-2(1H)-one C(C)C=1C(NC2=C(C(=CC=C2N1)CO)C)=O